C(C)(C)C1=C(CC=2C(=NC(=NC2)N)NC)C=C(C(=C1)OC)OC 5-(2-Isopropyl-4,5-dimethoxy-benzyl)-N4-methyl-pyrimidine-2,4-diamine